The molecule is a glycerophosphoglycerol where both glycerol moieties are attached at primary positions and one stereocentre has R-configuration. It is a conjugate acid of a sn-glycero-3-phosphoglycerol(1-). C([C@H](COP(=O)(O)OCC(CO)O)O)O